[(4-{[5-(3-chloro-2-fluorophenyl)-4-methylpyridin-3-yl]methyl}-3-fluoropyridin-2-yl)sulfamoyl](methyl)amine ClC=1C(=C(C=CC1)C=1C(=C(C=NC1)CC1=C(C(=NC=C1)NS(=O)(=O)NC)F)C)F